O1C(CCCC1)OCC=1C(=CN=NC1)C1=NN(C(=C1)N1C(C(CCC1)CC1=CC(=C(C(=C1)F)F)F)=O)COCC[Si](C)(C)C 1-(3-(5-(((Tetrahydro-2H-pyran-2-yl)oxy)methyl)pyridazin-4-yl)-1-((2-(trimethylsilyl)ethoxy)methyl)-1H-pyrazol-5-yl)-3-(3,4,5-trifluorobenzyl)piperidin-2-one